N(C1=CC=CC=C1)C1=NN2C(O[C@@H](CC2)C)=C1C(=O)OCC Ethyl (5R)-2-anilino-5-methyl-6,7-dihydro-5H-pyrazolo[5,1-b][1,3]oxazine-3-carboxylate